2-[(3S)-7-fluoro-4-(3-oxo-4H-1,4-benzoxazine-6-carbonyl)-2,3-dihydro-1,4-benzoxazin-3-yl]-N-methylacetamide FC1=CC2=C(N([C@H](CO2)CC(=O)NC)C(=O)C=2C=CC3=C(NC(CO3)=O)C2)C=C1